The molecule is a member of the class of pyrazoles that is 1H-pyrazole which is substituted at positions 1, 3 and 5 by 4-methoxyphenyl, trifluoromethyl and 4-chlorophenyl groups, respectively. Unlike many members of the diaryl heterocycle class of cyclooxygenase (COX) inhibitors, SC-560 is selective for COX-1. It has a role as a cyclooxygenase 1 inhibitor, a non-steroidal anti-inflammatory drug, an apoptosis inducer, an antineoplastic agent and an angiogenesis modulating agent. It is a member of pyrazoles, an organofluorine compound, an aromatic ether and a member of monochlorobenzenes. COC1=CC=C(C=C1)N2C(=CC(=N2)C(F)(F)F)C3=CC=C(C=C3)Cl